N'-(4-(3-((4-bromo-2-fluorobenzyl)oxy)oxetan-3-yl)-2,5-dimethylphenyl)-N-ethyl-N-methylformimidamide BrC1=CC(=C(COC2(COC2)C2=CC(=C(C=C2C)N=CN(C)CC)C)C=C1)F